C1=C(C=CC2=CC=CC=C12)C(=O)NC=1SC2=C(N1)C=CC(=C2)C(=O)OC Methyl 2-(2-naphthamido)benzo[d]thiazole-6-carboxylate